prop-2-en-1-yl 2-(5-[(5-chlorothiophen-2-yl)methyl]amino-1-(2,2-dimethylpropanoyl)-1H-pyrazol-3-yl)-4-(morpholine-4-carbonyl)piperazine-1-carboxylate ClC1=CC=C(S1)CNC1=CC(=NN1C(C(C)(C)C)=O)C1N(CCN(C1)C(=O)N1CCOCC1)C(=O)OCC=C